(6S)-1,4,5-trimethyl-6-[1-(1-methyl-2-vinyloxy-ethoxy)ethoxy]cyclohexene CC1=CCC(C([C@@H]1OC(C)OC(COC=C)C)C)C